diethyldi(2-hydroxyethyl)ammonium hydroxide [OH-].C(C)[N+](CCO)(CCO)CC